FC(C1=NN(C=C1NC(=O)C=1C=NN2C1N=C(C=C2)N2CCOCC2)C2CCN(CC2)CC2=CC(=CC=C2)NC2C(NC(CC2)=O)=O)F N-(3-(difluoromethyl)-1-(1-(3-((2,6-dioxopiperidin-3-yl)amino)benzyl)piperidin-4-yl)-1H-pyrazol-4-yl)-5-morpholinopyrazolo[1,5-a]pyrimidine-3-carboxamide